(2Z)-2-([2-fluoro-4-methyl-5-[(2,2,2-trifluoroethyl)sulfanyl]phenyl]imino)-3-(2,2,2-trifluoroethyl)-1,3-thiazolidin-4-one FC1=C(C=C(C(=C1)C)SCC(F)(F)F)\N=C\1/SCC(N1CC(F)(F)F)=O